N1=CC(=C(C=C1)C1=CC=NC=C1)C(=O)N [4,4'-Bipyridine]-3-carboxamide